NC/C(/COC1=CC=C(C=C1)S(=O)(=O)CN1C(CCC2=CC=CC=C12)=O)=C\F (E)-1-(((4-((2-(aminomethyl)-3-fluoroallyl)oxy)phenyl)sulfonyl)methyl)-3,4-dihydroquinolin-2(1H)-one